FC(C(=O)O)(F)F.ClC1=CC=C(C[C@H]2CO[C@H](CN2C2CCC(CC2)C2=NN(C=C2)C(C)C)CS(=O)(=O)C)C=C1 (2R,5S)-5-(4-chlorobenzyl)-4-(4-(1-isopropyl-1H-pyrazol-3-yl)cyclohexyl)-2-((methylsulfonyl)methyl)-morpholine 2,2,2-trifluoroacetate